ONC#CCCC1=CC=C(C=C1)C1=N[C@@H](C=2N(C3=C1C(=C(S3)C)C)C(=NN2)C)CC(=O)OC(C)(C)C tert-butyl (R)-2-(4-(4-(4-(hydroxyamino)but-3-yn-1-yl)phenyl)-2,3,9-trimethyl-6H-thieno[3,2-f][1,2,4]triazolo[4,3-a][1,4]diazepin-6-yl)acetate